monodecyl-ε-caprolactone C(CCCCCCCCC)C1C(=O)OCCCC1